COC1=C(C=CC(=C1)N1CCC(CC1)C(=O)N1CCOCC1)NC=O N-(2-methoxy-4-(4-(morpholine-4-carbonyl)piperidin-1-yl)phenyl)formamide